C(=O)(O)CSCCCCCC(CCCCCSCC(=O)O)O (11-carboxymethylsulfanyl-6-hydroxy-undecylsulfanyl)-acetic acid